C1(CCCC1)N1CCN(CC1)C1=C(C=CC=C1)[N+](=O)[O-] cyclopentyl-4-(2-nitrophenyl)piperazine